L-1-hexadecyl-3-methylimidazole C(CCCCCCCCCCCCCCC)N1CN(C=C1)C